methyl 2-(allyl (cyclopentyl) amino)-2-oxoacetate C(C=C)N(C(C(=O)OC)=O)C1CCCC1